FC1=C(C=C(C=C1C)NC1=NC=C(C(=N1)NN1C(OC2=C1C=CC=C2)=O)C)OC (2-(4-fluoro-3-methoxy-5-methylphenylamino)-5-methylpyrimidin-4-ylamino)benzo[d]oxazol-2(3H)-one